COC=1C=CC=2N(C1)C(=NN2)C(=O)N2CCC(CC2)C2=C(C=CC=C2)C(F)(F)F (6-methoxy-[1,2,4]triazolo[4,3-a]pyridin-3-yl)(4-(2-(trifluoromethyl)phenyl)piperidin-1-yl)methanone